Methylalanine CN[C@@H](C)C(=O)O